S1N=C(C2=C1C=CC=C2)N2CCN(CC2)CCC2(CCC(CC2)NC(N(C)C)=O)C 3-(4-(2-(4-(benzo[d]isothiazol-3-yl)piperazin-1-yl)ethyl)-4-methylcyclohexyl)-1,1-dimethylurea